1-(2-deoxy-2-[18F]fluoro-E-arabinofuranosyl)-5-methyluracil [18F][C@@H]1C(O[C@@H]([C@H]1O)CO)N1C(=O)NC(=O)C(=C1)C